COC(C1=C(C=C(C=C1)N1CCC2(CC(C2)=O)CC1)OC=1C=C2C(=NC1)NC=C2F)=O 2-((3-fluoro-1H-pyrrolo[2,3-b]pyridin-5-yl)oxy)-4-(2-oxo-7-azaspiro[3.5]nonan-7-yl)benzoic acid methyl ester